C(CCCC)[SiH](O[Si](C)(C)O[SiH](C)C)CCCCC di-n-pentyl-[(dimethylsiloxy)dimethyl-siloxy]silane